ClC1=C(C=C(C=C1)NC(=O)NC1=C(C=CC=C1)N=NC1=CC=CC=C1)C(F)(F)F 1-[4-chloro-3-(trifluoromethyl)phenyl]-3-[2-(phenyldiazenyl)phenyl]urea